O[C@@H]1CC[C@H](CC1)N1C(CNC=2C1=NC(=CN2)C=2C=NC(=CC2)C(C)(C)O)=O 1-((trans)-4-hydroxycyclohexyl)-7-(6-(2-hydroxypropan-2-yl)pyridin-3-yl)-3,4-dihydropyrazino[2,3-b]pyrazin-2(1H)-one